C(C)C1(CCC2(C3CCC4(C(CCC4C3CCC2C1)[C@H](C)[C@H](C(C)C)O)C)C)O 3-ethyl-17-((2S,3S)-3-hydroxy-4-methylpentan-2-yl)-10,13-dimethylhexadecahydro-1H-cyclopenta[a]phenanthren-3-ol